FC1=C(C=CC=C1)[C@H](C)C1=CC=CC2=C1NC(=NS2(=O)=O)NCC2=NC=CC=C2F (R)-5-(1-(2-fluorophenyl)ethyl)-3-(((3-fluoropyridin-2-yl)methyl)amino)-4H-benzo[e][1,2,4]thiadiazine 1,1-dioxide